OC(C(=O)C1=CC=C(C=C1)OCCO)(C)C 2-hydroxy-4'-(2-hydroxyethoxy)2-methylpropiophenone